4-bromo-1H-benzo[d]Imidazole-1-carboxylic acid tert-butyl ester C(C)(C)(C)OC(=O)N1C=NC2=C1C=CC=C2Br